6-(2-aminoethyl)-7-(6-(bis(4-methoxybenzyl)amino)-4-methyl-3-trifluoromethylpyridin-2-yl)-5,8-difluoroquinazoline-2,4(1H,3H)-dione NCCC=1C(=C2C(NC(NC2=C(C1C1=NC(=CC(=C1C(F)(F)F)C)N(CC1=CC=C(C=C1)OC)CC1=CC=C(C=C1)OC)F)=O)=O)F